1,4-dihydroxymethylcyclohexane dimethacrylate C(C(=C)C)(=O)O.C(C(=C)C)(=O)O.OCC1CCC(CC1)CO